OC12CCNC2(CCCC1=O)O 3a,7a-dihydroxyl-hexahydro-4H-indol-4-one